(S)-2-(3-(azepan-4-yl(methyl)amino)-1,2,4-triazin-6-yl)-5-(1H-imidazol-1-yl)phenol N1CC[C@H](CCC1)N(C=1N=NC(=CN1)C1=C(C=C(C=C1)N1C=NC=C1)O)C